1-(6-Methylpyridazin-3-yl)ethanone CC1=CC=C(N=N1)C(C)=O